FC1=C(C=CC(=C1)C(=O)N1CCNCC1)C=1C=CC=2N(N1)C(=CC2Cl)C(=O)OC methyl 2-[2-fluoro-4-(piperazin-1-yl-formyl) phenyl]-5-chloro-pyrrolo[1,2-b]pyridazine-7-carboxylate